N,N-dimethyl-aminopropan CN(C)CCC